ClC1=CC(=C(C=C1)N1CC(NCC1)=O)F 4-(4-chloro-2-fluorophenyl)piperazin-2-one